(5-(7-bromo-2-chloro-8-fluoroquinazolin-4-yl)-3-chloro-5,6,7,8-tetrahydro-4H-pyrazolo[1,5-a][1,4]diazepin-2-yl)(morpholino)methanone BrC1=CC=C2C(=NC(=NC2=C1F)Cl)N1CC=2N(CCC1)N=C(C2Cl)C(=O)N2CCOCC2